ONC(C1=C(C=CC=C1F)F)=O N-hydroxy-2,6-difluorobenzamide